C(C)(C)(C)OC(=O)N1CCC(CC1)C1=C(C=C(C=C1F)C=1C=NN(C1)C1OCCCC1)F 4-(2,6-difluoro-4-(1-(tetrahydro-2H-pyran-2-yl)-1H-pyrazol-4-yl)phenyl)piperidine-1-carboxylic acid tert-butyl ester